tripropoxy(3-vinylphenyl)silane C(CC)O[Si](C1=CC(=CC=C1)C=C)(OCCC)OCCC